N-(2-chlorophenyl)cyclopropanecarboxamide ClC1=C(C=CC=C1)NC(=O)C1CC1